CSC1CC2(CC(C2)NC(OC(C)(C)C)=O)C1 tert-butyl (6-(methylthio)spiro[3.3]heptan-2-yl)carbamate